N,N'-dibenzylcyclohexane-1,4-dicarbamide C(C1=CC=CC=C1)NC(=O)C1CCC(CC1)C(=O)NCC1=CC=CC=C1